2,6,8-trimethylphenanthridine CC1=CC2=C3C=CC(=CC3=C(N=C2C=C1)C)C